N[C@@H](C)C1=CC=C(C=C1)C(CC1CC1)N1CCN(CC1)C(=O)OC(C)(C)C tert-Butyl 4-[1-[4-[(1S)-1-aminoethyl]phenyl]-2-cyclopropyl-ethyl]piperazine-1-carboxylate